1-(4-(4-amino-7-cyclopropyl-7H-pyrrolo[2,3-d]pyrimidin-5-yl)-2-fluorophenyl)-3-(4-((4-aminopiperidin-1-yl)methyl)-3-(trifluoromethyl)phenyl)urea NC=1C2=C(N=CN1)N(C=C2C2=CC(=C(C=C2)NC(=O)NC2=CC(=C(C=C2)CN2CCC(CC2)N)C(F)(F)F)F)C2CC2